ClC1=C(C=CC(=C1)Cl)CC(=O)O 2-(2,4-dichlorophenyl)acetic acid